N-(4-chloroquinazolin-2-yl)benzenesulfonamide ClC1=NC(=NC2=CC=CC=C12)NS(=O)(=O)C1=CC=CC=C1